5-dodecenoate C(CCCC=CCCCCCC)(=O)[O-]